FC(C=1N=CC=2N(C1)C(=CN2)C2=NC=CC(=N2)C2=NC(=CC=C2)N2CCNCC2)F 6-(Difluoromethyl)-3-(4-(6-(piperazin-1-yl)pyridin-2-yl)pyrimidin-2-yl)imidazo[1,2-a]pyrazine